C(C=C)[C@@H]1C(OC(O1)(C)C)=O (5R)-5-allyl-2,2-dimethyl-1,3-dioxolan-4-one